(6aR,9S)-N,N-diethyl-7-(4-methylbenzyl)-4,6,6a,7,8,9-hexahydroindolo[4,3-fg]quinoline-9-carboxamide C(C)N(C(=O)[C@@H]1CN([C@@H]2CC=3C4=C(C2=C1)C=CC=C4NC3)CC3=CC=C(C=C3)C)CC